tert-butyl 4-(4-amino-2-methylphenyl)-1,4-diazepane-1-carboxylate NC1=CC(=C(C=C1)N1CCN(CCC1)C(=O)OC(C)(C)C)C